4-[(4-bromophenoxy)methyl]-2-(8-fluoro-3-quinolyl)-4,6,6-trimethyl-5H-1,3-oxazine BrC1=CC=C(OCC2(N=C(OC(C2)(C)C)C=2C=NC3=C(C=CC=C3C2)F)C)C=C1